(5-(5-(2,3-dimethylphenyl)-6-methoxy-1-(4-methoxybenzyl)-1H-pyrazolo[4,3-b]pyridin-3-yl)pyridin-2-yl)-N-methylazetidin-3-amine CC1=C(C=CC=C1C)C1=C(C=C2C(=N1)C(=NN2CC2=CC=C(C=C2)OC)C=2C=CC(=NC2)N2CC(C2)NC)OC